C(C)(C)(C)OC(CN(C)C1=NC(=C(C(=C1C#N)C1CC1)C#N)Cl)=O 2-((6-chloro-3,5-dicyano-4-cyclopropylpyridin-2-yl)(methyl)amino)acetic acid tert-butyl ester